[Pb].CNCN Methylaminomethylamine lead